5,7-DIMETHYL-2-(2-METHYLPHENYL)-1H-INDOLE-3-CARBOXALDEHYDE CC=1C=C2C(=C(NC2=C(C1)C)C1=C(C=CC=C1)C)C=O